butyl N-[4-[(benzyloxy)-ethyl]-2-[3,5-dichloro-4-[(3,3-dimethyl-2-oxo 1H-indol-5-yl)oxy]phenyl]-3,5-dioxo-1,2,4-triazin-6-yl]carbamate C(C1=CC=CC=C1)OCCN1C(N(N=C(C1=O)NC(OCCCC)=O)C1=CC(=C(C(=C1)Cl)OC=1C=C2C(C(NC2=CC1)=O)(C)C)Cl)=O